N1=C(C=CC=C1)CN1[C@@H](CCC1)C(=O)O (2-pyridylmethyl)-proline